OC(C)(C)C1=CC(=NN1C(C)C)[S@](=O)(N)=NC(NC1=C2C(CCC2=CC=2CCCC12)=O)=O (S)-5-(2-hydroxypropan-2-yl)-1-isopropyl-N'-((3-oxo-1,2,3,5,6,7-hexahydro-s-indacen-4-yl)carbamoyl)-1H-pyrazole-3-sulfonimidamide